Dimethylolacetone C(O)C(C(C)=O)CO